FC1=CC=C(C(=N1)C(F)(F)F)B1OC(C(O1)(C)C)(C)C 6-fluoro-3-(4,4,5,5-tetramethyl-1,3,2-dioxaborolan-2-yl)-2-(trifluoromethyl)pyridine